tert-butyl 5-methyl-4-(6-(3-((2-(trifluoromethyl) phenoxy) methyl) piperidin-1-yl) pyrazin-2-yl)-3,6-dihydropyridine-1(2H)-carboxylate CC1=C(CCN(C1)C(=O)OC(C)(C)C)C1=NC(=CN=C1)N1CC(CCC1)COC1=C(C=CC=C1)C(F)(F)F